FC=1C=2C(=C3N(C2C=C(C1)[N+](=O)[O-])CCCN3)C(C3=CC=C(C=C3)F)=O 9-fluoro-10-(4-fluorobenzoyl)-7-nitro-1,2,3,4-tetrahydropyrimido[1,2-a]indole